Methyl 3-cyclopentyl-1-((3,3-difluoro-1-methylcyclobutyl)methyl)-4-iodo-1H-pyrazole-5-carboxylate C1(CCCC1)C1=NN(C(=C1I)C(=O)OC)CC1(CC(C1)(F)F)C